CN1C(CCC2=CC(=CC=C12)C1=CN=CC=2C(CCCC12)=CC(=O)O)=O 2-(4-(1-methyl-2-oxo-1,2,3,4-tetrahydroquinolin-6-yl)-6,7-dihydroisoquinolin-8(5H)-ylidene)acetic acid